2-[2-[2-fluoro-4-(trifluoromethyl)benzyl]-2,7-diazaspiro[3.5]nonane-7-carbonyl]-2,5,7-triazaspiro[3.4]octan-6-one FC1=C(CN2CC3(C2)CCN(CC3)C(=O)N3CC2(C3)NC(NC2)=O)C=CC(=C1)C(F)(F)F